4-fluoro-1-[cis-4-{4-[6-(3,3-difluorocyclobutoxy)pyridazin-4-yl]piperazin-1-yl}cyclohexyl]-1H-indole FC1=C2C=CN(C2=CC=C1)[C@@H]1CC[C@@H](CC1)N1CCN(CC1)C1=CN=NC(=C1)OC1CC(C1)(F)F